C(=O)(OCC1=CC=CC=C1)N1C[C@H]([C@H](C1)O)F cis-N-Cbz-3-fluoro-4-hydroxypyrrolidine